2-[6-amino-5-[8-[2-[3-(8-oxa-4-azaspiro[2.6]nonan-4-yl)prop-1-ynyl]-4-pyridinyl]-3,8-diazabicyclo[3.2.1]oct-3-yl]pyridazin-3-yl]phenol NC1=C(C=C(N=N1)C1=C(C=CC=C1)O)N1CC2CCC(C1)N2C2=CC(=NC=C2)C#CCN2C1(CC1)COCCC2